1-(2-((2,4-dibromobenzyl)oxy)-6-hydroxyphenyl)ethan-1-one ethyl-3-[4-[2-[2-fluoro-5-(4,6,7-trifluoro-1H-indole-5-carbonyl)phenyl]-1H-imidazol-4-yl]-4-methyl-chroman-8-yl]propanoate C(C)OC(CCC=1C=CC=C2C(CCOC12)(C)C=1N=C(NC1)C1=C(C=CC(=C1)C(=O)C=1C(=C2C=CNC2=C(C1F)F)F)F)=O.BrC1=C(COC2=C(C(=CC=C2)O)C(C)=O)C=CC(=C1)Br